3-((tert-Butyldimethylsilyl)oxy)-1-(5-fluoropyridin-2-yl)cyclobutane-1-carbonitrile [Si](C)(C)(C(C)(C)C)OC1CC(C1)(C#N)C1=NC=C(C=C1)F